COC1=NC=NC(=C1C1=CC=2C(=CN=C(C2)NC(=O)[C@H]2[C@@H](C2)CO)N1C)OC trans-N-[2-(4,6-dimethoxypyrimidin-5-yl)-1-methylpyrrolo[2,3-c]pyridin-5-yl]-2-(hydroxymethyl)cyclopropane-1-carboxamide